methyl 5-[(3-{[(tert-butoxy)carbonyl]amino}azetidin-1-yl)methyl]-6-chloropyridine-2-carboxylate C(C)(C)(C)OC(=O)NC1CN(C1)CC=1C=CC(=NC1Cl)C(=O)OC